C(C)(C)(C)OC(=O)N[C@@H]([C@@H](C(=O)OCC=C)C)C1=CC=C(C=C1)Cl Allyl (2s,3s)-3-((tert-butoxycarbonyl) amino)-3-(4-chlorophenyl)-2-methylpropionate